N-((2R,3S)-1-(5-((S)-1-acryloylazepan-2-yl)-3-((2-(4-hydroxy-4-methylpiperidin-1-yl)pyrimidin-4-yl)amino)isoquinolin-8-yl)-2-methylazetidin-3-yl)-N-isopropylmethanesulfonamide C(C=C)(=O)N1[C@@H](CCCCC1)C1=C2C=C(N=CC2=C(C=C1)N1[C@@H]([C@H](C1)N(S(=O)(=O)C)C(C)C)C)NC1=NC(=NC=C1)N1CCC(CC1)(C)O